C(C1=CC=CC=C1)OC1=CC(=C(C=C1)NC=1C=C(C=CC1)NC(CCC1CCCCC1)=O)C(C)(C)C N-(3-{[4-(benzyloxy)-2-tert-butylphenyl]amino}phenyl)-3-cyclohexylpropionamide